5-(6-cyclopropyl-3-(ethylsulfonyl)pyridin-2-yl)-2-(trifluoromethyl)pyrazolo[1,5-a]pyrimidine C1(CC1)C1=CC=C(C(=N1)C1=NC=2N(C=C1)N=C(C2)C(F)(F)F)S(=O)(=O)CC